6-(2-(ethoxymethoxy)-4-ethynylphenyl)-5-trifluoromethylpyridazin-3-amine C(C)OCOC1=C(C=CC(=C1)C#C)C1=C(C=C(N=N1)N)C(F)(F)F